L-proline bisulfate S(O)(O)(=O)=O.N1[C@@H](CCC1)C(=O)O